C1(CC1)C(=O)NC1=CC(=C(N=N1)C(=O)NC([2H])([2H])[2H])NC1=C(C(=CC(=C1)COC)C1=NN(N=C1)C)OC 6-(Cyclopropanecarboxamido)-4-((2-methoxy-5-(methoxymethyl)-3-(2-methyl-2H-1,2,3-triazol-4-yl)phenyl)amino)-N-(methyl-d3)pyridazine-3-carboxamide